[C@@H]1([C@@H](O)[C@H](O)[C@H](O1)CO)N1C2=NC(=NC(=C2N=C1)OC)N 9-(β-D-arabinofuranosyl)-6-methoxy-9H-purin-2-amine